1-[2-ethyl-4-[[3-(3-fluoro-4-methoxyphenyl)imidazo[1,2-a]pyrazin-8-yl]amino]benzoyl]-N-[2-(methylamino)ethyl]piperidine-4-carboxamide C(C)C1=C(C(=O)N2CCC(CC2)C(=O)NCCNC)C=CC(=C1)NC=1C=2N(C=CN1)C(=CN2)C2=CC(=C(C=C2)OC)F